OC1=C(C(=O)O)C=CC(=C1)C1N(CCN(C1)CC(F)(F)F)CC1=C2C=CNC2=C(C=C1OC)C 2-Hydroxy-4-(1-((5-methoxy-7-methyl-1H-indol-4-yl)methyl)-4-(2,2,2-trifluoroethyl)piperazin-2-yl)benzoic acid